pyrrolo[1,2-b]pyridazine-2-carboxylic acid N=1N2C(C=CC1C(=O)O)=CC=C2